ClC=1C=C(C=CC1)NC(C)C=1SC(=CN1)C(=O)N[C@H](C(=O)NC1=CC(=NC=C1)C)CC1CCCC1 (2S)-2-[(2-{1-[(3-chlorophenyl)amino]ethyl}-1,3-thiazol-5-yl)formamido]-3-cyclopentyl-N-(2-methylpyridin-4-yl)propanamide